8-bromo-9-fluoro-2,3,4,5-tetrahydro-1H-pyrrolo[1,2-a][1,4]diazepin-1-one BrC=1C(=C2N(CCCNC2=O)C1)F